FC(C(=O)O)(F)F.CN1CCN(CC1)C=1C=C(C=CC1)C1=CC=C(C=C1)OC=1N=NNC1C(=O)O 4-((3'-(4-methylpiperazin-1-yl)-[1,1'-biphenyl]-4-yl)oxy)-1H-1,2,3-triazole-5-carboxylic acid 2,2,2-trifluoroacetate